NC1=NC=CC=C1S(=O)(=O)NC(=O)C=1C(=NC(=CC1)C1=CC(=C(C=C1)OCC)C)N1C(C[C@@H](C1)C)(C)C N-[(2-Amino-3-pyridyl)sulfonyl]-6-(4-ethoxy-3-methylphenyl)-2-[(4S)-2,2,4-trimethylpyrrolidin-1-yl]pyridin-3-carboxamid